FC=1C=C2C(NC=NN2C1)=O 6-Fluoropyrrolo[2,1-f][1,2,4]triazin-4(3H)-one